ethyl 4-cyclopropoxy-2-fluoropyridine-3-carboxylate C1(CC1)OC1=C(C(=NC=C1)F)C(=O)OCC